NC=1C=2N(C(=CC1)C1=CN(C=3N=CN=C(C31)N)C3CC3)C=CN2 5-(8-Aminoimidazo[1,2-a]pyridin-5-yl)-7-cyclopropyl-7H-pyrrolo[2,3-d]pyrimidin-4-amine